2-(3-(cyclopropylsulfonyl)-4-((1-(methylsulfonyl)piperidin-4-yl)methoxy)benzyl)isoindoline C1(CC1)S(=O)(=O)C=1C=C(CN2CC3=CC=CC=C3C2)C=CC1OCC1CCN(CC1)S(=O)(=O)C